(2R)-2-[6-(2-Chloropyrimidin-4-yl)-1-oxo-2,3-dihydro-1H-isoindol-2-yl]propionic acid tert-butyl ester C(C)(C)(C)OC([C@@H](C)N1C(C2=CC(=CC=C2C1)C1=NC(=NC=C1)Cl)=O)=O